FC(COC1=NC=CC=C1)(F)F 2-(2,2,2-trifluoro-ethoxy)-pyridin